6-[3-[(1S)-1-[[8-iodo-6-(trifluoromethyl)quinazolin-4-yl]amino]ethyl]pyrazin-2-yl]pyridine-3-carbonitrile IC=1C=C(C=C2C(=NC=NC12)N[C@@H](C)C=1C(=NC=CN1)C1=CC=C(C=N1)C#N)C(F)(F)F